8-methoxy-3,4-dihydro-2H-1,4-benzoxazepin-5-one COC1=CC2=C(C(NCCO2)=O)C=C1